C1(=CC=C(C=C1)N(C1=CC=C(C=C1)N(C1=CC=CC=C1)C1=CC=CC=C1)C1=CC=C(C=C1)C1(CC(C2=CC=C(C=C12)N(C1=CC=C(C=C1)N(C1=CC=CC=C1)C1=CC=CC=C1)C1=CC=C(C=C1)C1=CC=CC=C1)(C)C)C)C1=CC=CC=C1 N1-([1,1'-biphenyl]-4-yl)-N1-(4-(6-([1,1'-biphenyl]-4-yl(4-(diphenylamino)phenyl)amino)-1,3,3-trimethyl-2,3-dihydro-1H-inden-1-yl)phenyl)-N4,N4-diphenylbenzene-1,4-diamine